N-((2S)-1,1-dicyclopropyl-3-((2-(methylcarbamoyl)-2-(7-oxo-6,8-diazaspiro[3.5]nonan-6-yl)-2,3-dihydro-1H-inden-5-yl)amino)-3-oxopropan-2-yl)-1-methyl-1H-pyrazole-5-carboxamide C1(CC1)C([C@@H](C(=O)NC=1C=C2CC(CC2=CC1)(N1CC2(CCC2)CNC1=O)C(NC)=O)NC(=O)C1=CC=NN1C)C1CC1